4-methyl-8,14-dioxa-3,4,10,19,20-pentaazatetracyclo[13.5.2.12,5.018,21]tricosa-1(20),2,5(23),15(22),16,18(21)-hexaen-9-one CN1N=C2C3=NNC=4C=CC(OCCCNC(OCCC1=C2)=O)=CC34